FC1=C(C=CC=C1CN1C(NCC1)=O)CN ({2-fluoro-3-[(2-oxo-1-imidazolidinyl)methyl]phenyl}methyl)amine